FC(C(F)(F)F)([C@]1(CN(CC1)C(C)(C)C=1C=NC(=CC1)C)CCC=1SC(=CC1)F)NC(=O)N |o1:6| 1-(1,2,2,2-tetrafluoro-1-((R or S)-3-(2-(5-fluorothiophen-2-yl)ethyl)-1-(2-(6-methylpyridin-3-yl)propan-2-yl)pyrrolidin-3-yl)ethyl)urea